6-isopropyl-4-(4-methoxy-4-methylpiperidin-1-yl)-2-oxo-1,2-dihydro-1,7-naphthyridine-3-carbonitrile C(C)(C)C=1C=C2C(=C(C(NC2=CN1)=O)C#N)N1CCC(CC1)(C)OC